ClC=1C=C2C(=CC(=NC2=CC1)C(F)(F)F)C1(CC(CCC1)NC=1N=CN2N=CC=CC21)N 1-(6-chloro-2-(trifluoromethyl)quinolin-4-yl)-N3-(imidazo[1,5-b]pyridazin-5-yl)cyclohexane-1,3-diamine